(2S,3S,4R,5S,6S)-2-(acetoxymethyl)-6-(4-(6-chloro-2,8-dimethyl-4-oxoquinazolin-3(4H)-yl)phenoxy)tetrahydro-2H-pyran-3,4,5-triacetic acid C(C)(=O)OC[C@H]1O[C@H]([C@H]([C@@H]([C@@H]1CC(=O)O)CC(=O)O)CC(=O)O)OC1=CC=C(C=C1)N1C(=NC2=C(C=C(C=C2C1=O)Cl)C)C